CN(C)CC1=CC=C(C=C1)C1=CC=CC=C1 4'-((dimethylamino)methyl)-[1,1'-biphenyl]